N,N'-didodecyl ethylenediamine tert-butyl 8-[(2R,3R)-2-[2-methyl-3-(trideuteriomethoxy)phenyl]pyrrolidin-3-yl]-3,8-diazabicyclo[3.2.1]octane-3-carboxylate CC1=C(C=CC=C1OC([2H])([2H])[2H])[C@H]1NCC[C@H]1N1C2CN(CC1CC2)C(=O)OC(C)(C)C.C(CCCCCCCCCCC)NCCNCCCCCCCCCCCC